CSCCN=C(C=C(O)C1=CC=CC=C1)C1=CC=CC=C1 2-(methylthio)ethylimino-1,3-diphenylpropenol